3-(((1S)-1-(2-(3-azabicyclo[3.1.0]hexan-3-yl)-3,6-dimethyl-4-oxo-3,4-dihydroquinazolin-8-yl)ethyl)amino)-6-fluoropicolinic acid C12CN(CC2C1)C1=NC2=C(C=C(C=C2C(N1C)=O)C)[C@H](C)NC=1C(=NC(=CC1)F)C(=O)O